NC=1C=C(OCCCCCCCCCCOC2=CC(=CC=C2)N)C=CC1 1,10-bis(3-aminophenoxy)decane